(R,E)-3-(4-chlorophenyl)-N'-((4-chlorophenyl)sulfonyl)-N-(2-(methyl(sulfamoyl)amino)ethyl)-4-phenyl-4,5-dihydro-1H-pyrazole-1-carboximidamide ClC1=CC=C(C=C1)C1=NN(C[C@H]1C1=CC=CC=C1)/C(/NCCN(S(N)(=O)=O)C)=N/S(=O)(=O)C1=CC=C(C=C1)Cl